1-(2-methoxy-5-(methylamino)pyridin-3-yl)-3-methylimidazolidin-2-one hydrochloride salt Cl.COC1=NC=C(C=C1N1C(N(CC1)C)=O)NC